2,7-diazaspiro[3.4]Octane-2-carboxylate C1N(CC12CCNC2)C(=O)[O-]